[C-]#N.C(CCCCC)[NH+]1CC(CCC1)CC 1-Hexyl-3-ethylpiperidinium cyanid